1,2-bis(phenylethylthio)ethane C1(=CC=CC=C1)CCSCCSCCC1=CC=CC=C1